(4-methylcyclohexyl)ethyl fumarate C(\C=C\C(=O)[O-])(=O)OCCC1CCC(CC1)C